C(C)(C)NC(O[C@H]1C[C@H](CC1)C1=NC=C(N=C1)NC1=CC=C(C=C1)S(NC(=O)OC(C)(C)C)(=O)=O)=O (1R,3S)-3-(5-((4-(N-(tert-butoxycarbonyl)sulfamoyl)phenyl)amino)pyrazin-2-yl)cyclopentyl isopropylcarbamate